(3R)-3-(4-Chlorophenyl)-2-[(5-chloropyridin-2-yl)methyl]-4-fluoro-6-{1-hydroxy-1-[1-(1,3-oxazol-2-carbonyl)piperidin-4-yl]ethyl}-3-methoxy-2,3-dihydro-1H-isoindol-1-on ClC1=CC=C(C=C1)[C@@]1(N(C(C2=CC(=CC(=C12)F)C(C)(C1CCN(CC1)C(=O)C=1OC=CN1)O)=O)CC1=NC=C(C=C1)Cl)OC